C(CCCCCCCCCCCCCCCCCCCC)O heneicosan-1-ol